(8-(1,3,4-oxadiazol-2-yl)-2-(perfluoroethyl)-4-(p-tolyl)imidazo[1,2-a][1,8]naphthyridin-9-yl)methanol O1C(=NN=C1)C=1N=C2N(C=3N=C(C=C(C3C=C2)C2=CC=C(C=C2)C)C(C(F)(F)F)(F)F)C1CO